(E)-2-(4-(dimethylamino)styryl)oxazol-5(4H)-one CN(C1=CC=C(/C=C/C=2OC(CN2)=O)C=C1)C